C(#N)C1(CCN(CC1)C(=O)OCCCC)CO butyl 4-cyano-4-(hydroxymethyl)piperidine-1-carboxylate